CON=C(C)C1=CN(C2=CC=C(C=C12)OC)C 1-(5-methoxy-1-methyl-1H-indol-3-yl)ethan-1-one-O-methyloxime